C(C=C)C1(CCCC1)CNS(=O)(=O)C1=CC=C2CCN(CC2=C1)C(C(F)(F)F)=O N-((1-Allylcyclopentyl)methyl)-2-(2,2,2-trifluoroacetyl)-1,2,3,4-tetrahydroisoquinoline-7-sulfonamide